C(CCC)C(CN)(CCCN)CC 2-butyl-2-ethylpentane-1,5-diamine